FC1=C(C=C(C=C1)C)C=1C(=CC2=C(N(C(N=C2N2[C@H](CNCC2)C)=O)C=2C(=NC=CC2C)C(C)C)N1)C#N (S)-7-(2-fluoro-5-methylphenyl)-1-(2-isopropyl-4-methylpyridin-3-yl)-4-(2-methylpiperazin-1-yl)-2-oxo-1,2-dihydropyrido[2,3-d]pyrimidine-6-carbonitrile